C(C)(C)(C)C=1C=C(C=C(C1O)C(C)(C)C)CP(O)(O)=O (3,5-di-tert-butyl-4-hydroxyphenyl)methylphosphonic acid